N-(4-(2,5-difluorophenyl)-2-(1-(3-methoxyazetidin-1-yl)ethyl)pyridin-3-yl)-2-isopropylpyrimidine-5-carboxamide FC1=C(C=C(C=C1)F)C1=C(C(=NC=C1)C(C)N1CC(C1)OC)NC(=O)C=1C=NC(=NC1)C(C)C